4-(2-toluenesulfonyl-benzylidene)piperidine-1-carboxylic acid tert-butyl ester C(C)(C)(C)OC(=O)N1CCC(CC1)=CC1=C(C=CC=C1)S(=O)(=O)CC1=CC=CC=C1